2-hydroxyethyl-1H-pyrazole-4-boronic acid pinacol ester OCCN1N=CC(=C1)B1OC(C)(C)C(C)(C)O1